C(N1C(C=2C=CC=CC2C2=C1N(N=C2)[C@@H]2CN(CC2)C)=O)([2H])([2H])[2H] 4-(methyl-d3)-3-((S)-1-methylpyrrolidin-3-yl)-3,4-dihydro-5H-pyrazolo[3,4-c]isoquinolin-5-one